(3R*)-3-(7-{[(2R,5S)-2-ethyl-5-methyl-2,3-dihydropyrido[2,3-f][1,4]oxazepine-4(5H)-yl]methyl}-1-benzothiophen-5-yl)-3-(7-hydroxy-1,4-dimethyl-1H-benzotriazol-5-yl)propanoic acid C(C)[C@H]1OC2=C([C@@H](N(C1)CC1=CC(=CC=3C=CSC31)[C@@H](CC(=O)O)C3=C(C1=C(N(N=N1)C)C(=C3)O)C)C)N=CC=C2 |o1:19|